C(C)(C)(C)OC(=O)N(C1=NC=CC(=C1)C=1OC=C(N1)C(=O)NC=1C(=NN(C1)C1=CC=C(C(=O)NCCCCCCCCOCC(=O)OC(C)(C)C)C=C1)C(N)=O)CC(F)(F)F Tert-butyl 2-[8-[[4-[4-[[2-[2-[tert-butoxycarbonyl(2,2,2-trifluoroethyl)amino]-4-pyridyl] oxazole-4-carbonyl]amino]-3-carbamoyl-pyrazol-1-yl]benzoyl]amino]octoxy]acetate